FC(OC1=CC=CC=2C(N[C@H]3C=4N([C@@H](C21)C3)C3=C(N4)C=CC(=C3)C3=C(C=C(C=C3)CP(=O)(C)C)F)=O)F (7R,14R)-1-(difluoromethoxy)-11-(4-((dimethylphosphoryl)methyl)-2-fluorophenyl)-6,7-dihydro-7,14-methanobenzo[f]benzo[4,5]imidazo[1,2-a][1,4]diazocin-5(14H)-one